N[C@]1([C@H](CC[C@H](C1)CCB(O)O)CNC([C@H](C(C)C)NC(=O)OC(C)(C)C)=O)C(=O)O (1R,2R,5R)-1-amino-5-(2-boronoethyl)-2-(((S)-2-((tert-butoxycarbonyl)amino)-3-methylbutanamido)methyl)cyclohexane-1-carboxylic acid